COC1=C(C(=CC=C1)OC)C1=CN(C2=NC(=CC=C21)NC(=O)NCC2(CC2)CN(C)C)COCC[Si](C)(C)C 1-[3-(2,6-dimethoxyphenyl)-1-[[2-(trimethylsilyl)ethoxy]methyl]pyrrolo[2,3-b]pyridin-6-yl]-3-([1-[(dimethylamino)methyl]cyclopropyl]methyl)urea